COC(=O)C1=NC2=CC=CC=C2C=C1 2-quinolinecarboxylic acid methyl ester